NCC1=CC=C(C=C1)CNC1=C(C(=NN1C(C1=CC=CC=C1)=O)C1C(NC1)C)OC N-{[4-(aminomethyl)phenyl]methyl}-1-benzoyl-4-methoxy-3-(2-methylazetidin-3-yl)-1H-pyrazol-5-amine